P(=O)(OCC(SSCCCCCCCCCCCCCCCCCC)C)([O-])[O-] methyl(2-(octadecyldithio))ethyl phosphate